[N+](=O)([O-])C1=CC=C2C3(CN(C(C2=C1)=O)CC1OC1)CC3 7'-nitro-2'-(oxiran-2-ylmethyl)-2',3'-dihydro-1'H-spiro[cyclopropane-1,4'-isoQuinolin]-1'-one